NC=1C=CC(=C(C1)C=1C2=C(C(N(C1)C)=O)NC=C2)OC2=CC(=CC=C2)OCCOC2CCNCC2 4-[5-amino-2-[3-[2-(4-piperidyloxy)ethoxy]phenoxy]phenyl]-6-methyl-1H-pyrrolo[2,3-c]pyridin-7-one